para-phenylene-bis(ethylcarbodiimide) C1(=CC=C(C=C1)N=C=NCC)N=C=NCC